C(C)(C)(C)OC(NCCCNC1=CC(=C(C=C1)[N+](=O)[O-])C#N)=O.FC1=C(OC2=C(N)C=CC=C2)C=CC(=C1)F 2-(2,4-difluorophenoxy)aniline tert-butyl-N-[3-(3-cyano-4-nitro-anilino)propyl]carbamate